C(C)N(C(=O)[C@H]1CN([C@@H]2CN3C4=C(C2=C1)C=CC=C4C(=C3)C)C)CC (7aS,10R)-N,N-diethyl-4,8-dimethyl-7a,8,9,10-tetrahydro-7H-indolo[7,1-fg][1,7]naphthyridine-10-carboxamide